O.O.[O-][W](=O)(=O)[O-].[Na+].[Na+] The molecule is a hydrate that is the dihydrate form of sodium tungstate. Combines with hydrogen peroxide for the oxidation of secondary amines to nitrones It has a role as a reagent. It contains a sodium tungstate.